trans-benzyl 3-azido-4-fluoropyrrolidine-1-carboxylate N(=[N+]=[N-])[C@@H]1CN(C[C@H]1F)C(=O)OCC1=CC=CC=C1